tert-butyl (2R,5R)-2-(4-fluorophenyl)-4-methoxy-5-methyl-piperidine-1-carboxylate FC1=CC=C(C=C1)[C@@H]1N(C[C@H](C(C1)OC)C)C(=O)OC(C)(C)C